2-(2-isopropylphenyl)-7-methyl-9-((1-(pyrimidin-2-yl)piperidin-4-yl)methyl)-7,9-dihydro-8H-purin-8-one C(C)(C)C1=C(C=CC=C1)C1=NC=C2N(C(N(C2=N1)CC1CCN(CC1)C1=NC=CC=N1)=O)C